C1(CC1)N1C(N(C(C1=O)C(C)C)C=1N=C2N(CCOC3=C2C=CC(=C3)N3[C@@H](CCC3)C(=O)N)C1)=O (2S)-1-(2-(3-cyclopropyl-5-isopropyl-2,4-dioxoimidazolidin-1-yl)-5,6-dihydrobenzo[f]imidazo[1,2-d][1,4]oxazepin-9-yl)pyrrolidine-2-carboxamide